3-[(2-methoxyethyl)amino]-1-methyl-N-(2-[[(2S)-2-methylpyrrolidin-1-yl]methyl]-1H-pyrrolo[3,2-c]pyridin-6-yl)indazole-6-carboxamide COCCNC1=NN(C2=CC(=CC=C12)C(=O)NC1=CC2=C(C=N1)C=C(N2)CN2[C@H](CCC2)C)C